methyl 8-(((S)-1-((2S,4R)-2-(((R)-2-((tert-butyldimethylsilyl)oxy)-1-(4-ethynylphenyl)ethyl)carbamoyl)-4-hydroxypyrrolidin-1-yl)-3,3-dimethyl-1-oxobutan-2-yl)amino)-8-oxooctanoate [Si](C)(C)(C(C)(C)C)OC[C@@H](C1=CC=C(C=C1)C#C)NC(=O)[C@H]1N(C[C@@H](C1)O)C([C@H](C(C)(C)C)NC(CCCCCCC(=O)OC)=O)=O